((2-(((3S,6S,9aS)-3-(3-cyano-3-(pyridin-2-yl)azetidine-1-carbonyl)-5-oxooctahydro-1H-pyrrolo[1,2-a]azepin-6-yl)carbamoyl)benzo[b]thiophen-5-yl)difluoromethyl)phosphonic acid C(#N)C1(CN(C1)C(=O)[C@@H]1CC[C@H]2N1C([C@H](CCC2)NC(=O)C2=CC1=C(S2)C=CC(=C1)C(F)(F)P(O)(O)=O)=O)C1=NC=CC=C1